(2S)-N-[(2S,3S)-2-[(3'-fluoro[1,1'-biphenyl]-3-yl)methyl]-1-(1-fluorocyclobutane-1-carbonyl)pyrrolidin-3-yl]oxolane-2-carboxamide FC=1C=C(C=CC1)C1=CC(=CC=C1)C[C@@H]1N(CC[C@@H]1NC(=O)[C@H]1OCCC1)C(=O)C1(CCC1)F